C1(=CC(=CC=C1)C(=O)O)C1=CC=CC=C1 biphenyl-3-carboxylic acid